C1(CC1)NC(C1=CC=C(C=C1)C#CI)=O N-cyclopropyl-4-(iodoethynyl)benzamide